[N+](=O)([O-])C[C@H](C1=CC=C(C=C1)C(F)(F)F)C(C(=O)OCC)C(=O)OCC 1,3-diethyl 2-[(1S)-2-nitro-1-[4-(trifluoromethyl)phenyl]ethyl]-propanedioate